C(C=C)(=O)NC1=CC=C(C=C1)C1=NN2N=CN=C(C2=C1C1=CC(=C(C(=O)N(C)C2CCC2)C=C1)OC)N 4-(6-(4-acrylamidophenyl)-4-aminopyrazolo[5,1-f][1,2,4]triazin-5-yl)-N-cyclobutyl-2-methoxy-N-methylbenzamide